2-{5-azaspiro[2.4]heptan-5-yl}-N-[3-fluoro-4-(piperidin-1-yl)phenyl]-5-(2,2,2-trifluoroethyl)-1,3-oxazole-4-carboxamide C1CC12CN(CC2)C=2OC(=C(N2)C(=O)NC2=CC(=C(C=C2)N2CCCCC2)F)CC(F)(F)F